2,6-di-tert-butyl-4-(dimethylamino)methyl-phenol C(C)(C)(C)C1=C(C(=CC(=C1)CN(C)C)C(C)(C)C)O